(N-(5-Ethyl-3-(3-hydroxypentyl)-2-pyridinyl)aminosulfonyl)-2-((tetrahydro-2H-pyran-4-yl)methoxy)benzoic acid methyl ester COC(C1=C(C(=CC=C1)S(=O)(=O)NC1=NC=C(C=C1CCC(CC)O)CC)OCC1CCOCC1)=O